COC1=C(C=CC=C1)C1=NN=C(O1)C=1C=CC(=C(C(=O)OC)C1)[N+](=O)[O-] methyl 5-[5-(2-methoxyphenyl)-1,3,4-oxadiazol-2-yl]-2-nitrobenzoate